2-[2-(2-methoxy ethoxy)ethoxy]ethyl methacrylate C(C(=C)C)(=O)OCCOCCOCCOC